[4-amino-1-(propan-2-yl)-1H-pyrazolo[3,4-d]pyrimidin-3-yl]-N-(2-aminoethyl)-5-cyclopropyl-1,2-oxazole-4-carboxamide NC1=C2C(=NC=N1)N(N=C2C2=NOC(=C2C(=O)NCCN)C2CC2)C(C)C